4-[2-benzyloxycarbonyl-1-(benzyloxycarbonyl-sulfamoyl)pyrrol-3-yl]benzoic acid C(C1=CC=CC=C1)OC(=O)C=1N(C=CC1C1=CC=C(C(=O)O)C=C1)S(NC(=O)OCC1=CC=CC=C1)(=O)=O